COC1=CC=C(C=C1)C(CCC1=CC=C(C=C1)C(F)(F)F)=O 1-(4-methoxyphenyl)-3-(4-trifluoromethylphenyl)propan-1-one